C1(CC1)C1=CC(=NO1)C1(CCN(CC1)C(=O)N[C@H]1C(CCC[C@@H]1N1CCN(CC1)C(C)C)(F)F)C 4-(5-cyclopropyl-1,2-oxazol-3-yl)-N-{(1R,6S)-2,2-difluoro-6-[4-(propan-2-yl)piperazin-1-yl]cyclohexyl}-4-methylpiperidine-1-carboxamide